1-(6-bromo-2-methoxyquinolin-3-yl)-2-(2,6-diethoxypyridin-4-yl)-4-(dimethylamino)-1-(m-tolyl)butan-2-ol BrC=1C=C2C=C(C(=NC2=CC1)OC)C(C(CCN(C)C)(O)C1=CC(=NC(=C1)OCC)OCC)C=1C=C(C=CC1)C